6-((S)-3-(Dimethylamino)piperidin-1-yl)-3-((4-hydroxy-1-((R)-3-phenylbutanoyl)piperidin-4-yl)methyl)pyrimidin-4(3H)-one CN([C@@H]1CN(CCC1)C1=CC(N(C=N1)CC1(CCN(CC1)C(C[C@@H](C)C1=CC=CC=C1)=O)O)=O)C